1-[(1S,3S)-1-{4-[(adamantan-1-yl)amino]phenyl}-3-butyl-6-methoxy-1,2,3,4-tetrahydroisoquinolin-2-yl]-2-chloroethan-1-one C12(CC3CC(CC(C1)C3)C2)NC2=CC=C(C=C2)[C@@H]2N([C@H](CC3=CC(=CC=C23)OC)CCCC)C(CCl)=O